1-{5-[4-(trifluoromethoxy)phenyl]-4H-1,2,4-triazol-3-yl}methanamine FC(OC1=CC=C(C=C1)C=1NC(=NN1)CN)(F)F